diketopropionic acid O=CC(C(=O)O)=O